5-(ureidomethyl)benzamide N(C(=O)N)CC=1C=CC=C(C(=O)N)C1